CC1=C(C(=O)O[C@H](C1)[C@@H](C)[C@H]2CC[C@@H]3[C@@]2(CC[C@H]4[C@H]3C[C@@H]5[C@]6([C@@]4(C(=O)C[C@@H]([C@@H]6O)OC)CO)O5)C)CO The molecule is a withanolide that is 5,6:22,26-diepoxyergost-24-ene substituted by hydroxy groups at positions 4, 19 and 27, a methoxy group at position 3 and oxo groups at positions 1 and 26. It has been isolated from the aerial parts of Physalis longifolia. It has a role as a metabolite and a plant metabolite. It is a delta-lactone, a 27-hydroxy steroid, a 4-hydroxy steroid, a 19-hydroxy steroid, an ergostanoid, a primary alcohol, a secondary alcohol, a withanolide and an epoxy steroid.